1-(1-(4-Methoxybenzyl)-2-oxo-1,2-dihydrobenzo[cd]indol-6-yl)-5-(trifluoromethyl)-1H-pyrazole-4-carboxylic acid ethyl ester C(C)OC(=O)C=1C=NN(C1C(F)(F)F)C=1C=2C3=C(C(N(C3=CC1)CC1=CC=C(C=C1)OC)=O)C=CC2